4-(5-((1-(4-Carbamoylphenyl)-2-methyl-1-oxopropan-2-yl)thio)-1H-tetrazol-1-yl)benzoic acid C(N)(=O)C1=CC=C(C=C1)C(C(C)(C)SC1=NN=NN1C1=CC=C(C(=O)O)C=C1)=O